ClC1=C(C=2CCC2C(=C1)C(F)(F)F)NC(C)=O N-[3-chloro-5-(trifluoromethyl)bicyclo[4.2.0]octa-1(6),2,4-trien-2-yl]acetamide